The molecule is a 3beta-hydroxy-4alpha-formyl-4beta-methylsteroid that is 24-methylenecycloartanol in which the alpha-methyl substituent at position 4 has been substituted by a hydroxy group. It is a pentacyclic triterpenoid, a member of phytosterols, a lanostane sterol and a 3beta-hydroxy-4alpha-hydroxymethyl-4beta-methylsteroid. It derives from a 24-methylenecycloartanol. C[C@H](CCC(=C)C(C)C)[C@H]1CC[C@@]2([C@@]1(CC[C@]34[C@H]2CC[C@@H]5[C@]3(C4)CC[C@@H]([C@@]5(C)CO)O)C)C